6-AMINO-5-CYCLOPROPOXYPICOLINALDEHYDE NC1=C(C=CC(=N1)C=O)OC1CC1